O1[C@@H](COCC1)CCOC1=CC(=C(C=C1)CC(=O)O)F |o1:1| [4-[2-((2R or S)-1,4-dioxan-2-yl)ethoxy]-2-fluoro-phenyl]acetic acid